2-[4-(2-chlorophenyl)-2-oxo-chromen-7-yl]oxy-2-methyl-propionic acid ClC1=C(C=CC=C1)C1=CC(OC2=CC(=CC=C12)OC(C(=O)O)(C)C)=O